tert-butyl N-[(1S)-5-[2-(2-aminopyridin-3-yl)-5-(3-methyl-1,2,4-oxadiazol-5-yl)imidazo[4,5-b]pyridin-3-yl]-2,3-dihydro-1H-inden-1-yl]carbamate NC1=NC=CC=C1C1=NC=2C(=NC(=CC2)C2=NC(=NO2)C)N1C=1C=C2CC[C@@H](C2=CC1)NC(OC(C)(C)C)=O